(2R,3R)-N-(4-{[7-{[3-(diethylamino)propyl]oxy}-6-(methyloxy)quinolin-4-yl]oxy}-3-fluorophenyl)-N'-(4-fluorophenyl)-2,3-dimethylcyclopropane-1,1-dicarboxamide C(C)N(CCCOC1=C(C=C2C(=CC=NC2=C1)OC1=C(C=C(C=C1)NC(=O)C1([C@@H]([C@H]1C)C)C(=O)NC1=CC=C(C=C1)F)F)OC)CC